[Cl-].FC=1C=C2CC[NH2+]CC2=CC1CN1N=CC(=C1COC)C(=O)OC 6-fluoro-7-((4-(methoxycarbonyl)-5-(methoxymethyl)-1H-pyrazol-1-yl)methyl)-1,2,3,4-tetrahydroisoquinolin-2-ium chloride